4-amino-6-(1,1-dimethylethyl)-3-methylthio-1,2,4-triazin-5(4H)-one NN1C(=NN=C(C1=O)C(C)(C)C)SC